C(C)N1[C@@H](CCC1)CNC=1N=NC(=C2C1C=NC=C2)C2=C(C=C(C=C2)C(F)(F)F)O 2-[4-({[(2S)-1-ethylpyrrolidin-2-yl]methyl}amino)pyrido[3,4-d]pyridazin-1-yl]-5-(trifluoromethyl)phenol